CN(C)CC1=CC=C(C=C1)[S@](=O)(N)=NC(NC1=C2C(=NC3=C1CCC3)[C@H](CC2)C)=O |o1:25| (S,S) or (S,R)-4-((di-methylamino)methyl)-N'-((3-methyl-1,2,3,5,6,7-hexahydrodicyclopenta[b,e]pyridin-8-yl)carbamoyl)benzene-sulfonimidamide